C=1C(=CN2CCCCC12)C(=O)O 5,6,7,8-tetrahydroindolizine-2-carboxylic acid